5-amino-N-benzyl-6-[5-(hydroxymethyl)-1,3,4-oxadiazol-2-yl]-N-methyl-pyridine-3-sulphonamide NC=1C=C(C=NC1C=1OC(=NN1)CO)S(=O)(=O)N(C)CC1=CC=CC=C1